N-[(2-amino-6-methyl-imidazo[1,2-a]pyrazin-8-yl)methyl]-N-methyl-methanesulfonamide NC=1N=C2N(C=C(N=C2CN(S(=O)(=O)C)C)C)C1